BrC1=NC2=C(C(=CC=C2C(=C1)Br)Cl)Cl 2,4-dibromo-7,8-dichloroquinoline